6-(1-methylhydrazino)-7H-purin-2(3H)-one CN(N)C=1C=2NC=NC2NC(N1)=O